FC=1C=2N(C=C(C1)C1=CC3=C(C=N1)N=C(S3)NC3CC(N(C(C3)(C)C)C)(C)C)C=C(N2)C 6-(8-fluoro-2-methylimidazo[1,2-a]pyridin-6-yl)-N-(1,2,2,6,6-pentamethylpiperidin-4-yl)[1,3]thiazolo[4,5-c]pyridin-2-amine